3-(1,3-Benzodioxol-5-ylmethoxy)propyl-amine O1COC2=C1C=CC(=C2)COCCCN